4-(6-((1S,4S,5R)-4-methyl-4-amino-2-((6-methoxypyridin-3-yl)methyl)-2,6-diazabicyclo[3.2.0]heptan-3-yl)pyridin-3-yl)-2-(1-methyl-1H-pyrazol-4-yl)-1H-pyrrole C[C@]1(C(N([C@H]2CN[C@@H]12)CC=1C=NC(=CC1)OC)C1=CC=C(C=N1)C=1C=C(NC1)C=1C=NN(C1)C)N